tert-butyl 4-[[1-(1-benzyloxycarbonyl-3-bicyclo[1.1.1]pentanyl)-4-piperidyl]methyl]piperidine-1-carboxylate C(C1=CC=CC=C1)OC(=O)C12CC(C1)(C2)N2CCC(CC2)CC2CCN(CC2)C(=O)OC(C)(C)C